C(C1=CC=CC=C1)N([C@@H](CC1=CC=C(C(=O)N)C=C1)CNC(C[C@@H](C1(CC1)C(F)(F)F)C1=CC=CC=C1)=O)C 4-[(2S)-2-[benzyl(methyl)amino]-3-[(3R)-3-phenyl-3-[1-(trifluoromethyl)cyclopropyl]propanamido]propyl]benzamide